BrC1=CC=C(OCC2COCC(O2)C(C)(C)O)C=C1 2-(6-((4-bromophenoxy)methyl)-1,4-dioxan-2-yl)propan-2-ol